(2-methoxy-3-nitrophenoxy)tetrahydro-2H-pyran COC1=C(OC2OCCCC2)C=CC=C1[N+](=O)[O-]